C(C)(=O)O[C@@H](C(=O)ON1C(CCC1=O)=O)[C@H](C(=O)N1CCOCC1)OC(C)=O (2R,3R)-1-((2,5-dioxopyrrolidin-1-yl)oxy)-4-morpholino-1,4-dioxobutane-2,3-diol diacetate